(3-(1-methyl-1H-pyrazol-4-yl)quinolin-6-yl)methanol CN1N=CC(=C1)C=1C=NC2=CC=C(C=C2C1)CO